4-amino-3-hydroxybenzenesulfonic acid NC1=C(C=C(C=C1)S(=O)(=O)O)O